7-Prop-2-ynyl-3-oxa-7,9-diazabicyclo[3.3.1]nonane-9-carboxylic acid tert-butyl ester C(C)(C)(C)OC(=O)N1C2COCC1CN(C2)CC#C